3-((4-((S)-2-azido-1-methoxyprop-2-yl)-6-chloro-2,7-naphthyridin-1-yl)oxy)-N,N-dimethylcyclobutane-1-carboxamide N(=[N+]=[N-])[C@@](COC)(C)C1=CN=C(C2=CN=C(C=C12)Cl)OC1CC(C1)C(=O)N(C)C